α-naphthylmethyl iodide C1(=CC=CC2=CC=CC=C12)CI